C(C)OC(CCNC1=NC2=C(C(=C(C=C2C(=N1)N1CCN(CC1)C(N)=O)Cl)C1=CC(=CC2=CC=CC=C12)O)F)=O ethyl-3-((4-(4-carbamoylpiperazin-1-yl)-6-chloro-8-fluoro-7-(3-hydroxynaphthalen-1-yl)quinazolin-2-yl)amino)propanoate